acetamido-4-((10-aminodecyl)amino)-N-(4-methyl-5-nitrothiazol-2-yl)benzamide C(C)(=O)NC1=C(C(=O)NC=2SC(=C(N2)C)[N+](=O)[O-])C=CC(=C1)NCCCCCCCCCCN